C(\C=C\C(=O)O)(=O)O.NC=1C=2N(C=CN1)C(=NC2C)[C@@H](C)C=2C(=C(C(=O)NCCN1CCN(CC1)C)C(=C(C2)Cl)F)OC(C)C (S)-3-(1-(8-amino-1-methylimidazo[1,5-a]pyrazin-3-yl)ethyl)-5-chloro-6-fluoro-2-isopropoxy-N-(2-(4-methylpiperazin-1-yl)ethyl)benzamide fumarate